C(C([2H])([2H])[2H])(N1C(N(C2=NC(=NC=C12)S(=O)(=O)C)C1CCOCC1)=O)([2H])[2H] 7-(ethyl-d5)-2-(methylsulfonyl)-9-(tetrahydro-2H-pyran-4-yl)-7,9-dihydro-8H-purin-8-one